ClC1=CC=C(C=C1)C(C(=O)O)O 2-(4-chlorophenyl)-2-hydroxy-acetic acid